OC1=C(C=CC(=C1)O)C(\C=C\C1=CC(=C(C=C1)OC)COCC(C(F)F)(F)F)=O (E)-1-(2,4-Dihydroxyphenyl)-3-[4-methoxy-3-(2,2,3,3-tetrafluoropropoxymethyl)phenyl]prop-2-en-1-one